9-(2,5-dioxopyrrol-1-yl)nonanoic acid O=C1N(C(C=C1)=O)CCCCCCCCC(=O)O